6-((2-hydroxyethyl)(5-(((((Z)-non-6-en-1-yl)oxy)carbonyl)oxy)pentyl)amino)hexyl 4,4-bis(((Z)-oct-5-en-1-yl)oxy)butanoate C(CCC\C=C/CC)OC(CCC(=O)OCCCCCCN(CCCCCOC(=O)OCCCCC\C=C/CC)CCO)OCCCC\C=C/CC